8-benzyloxycarbonylamino-3,6-dioxaoctanoic acid C(C1=CC=CC=C1)OC(=O)NCCOCCOCC(=O)O